4-(6-amino-2-chloro-9H-purin-9-yl)-N-(4,5,6,7-tetrahydro[1,3]thiazolo[5,4-c]pyridin-2-yl)cyclohexanecarboxamide hydrochloride Cl.NC1=C2N=CN(C2=NC(=N1)Cl)C1CCC(CC1)C(=O)NC=1SC=2CNCCC2N1